CCON(C1=NC(=NC(=N1)N(OCC)OCC)N(OCC)OCC)OCC Hexakis(methylmethoxy)melamin